ClC=1C=C2C=C(NC2=C(C1)Cl)C(=O)N[C@H](C(=O)N[C@@H](C[C@H]1C(NCCC1)=O)C#N)CC1CC1 5,7-dichloro-N-[(1S)-2-[[(1S)-1-cyano-2-[(3S)-2-oxo-3-piperidyl]ethyl]amino]-1-(cyclopropylmethyl)-2-oxo-ethyl]-1H-indole-2-carboxamide